CC(C(C)C1C(C(CCC1)N)N)CC 3-(3-methylpentan-2-yl)cyclohexane-1,2-diamine